ClC1=CC(=C(C=C1Cl)C1CC(N(CC1)C(=O)OC(C)(C)C)CO)OC tert-butyl 4-(4,5-dichloro-2-methoxyphenyl)-2-(hydroxymethyl)piperidine-1-carboxylate